3-(m-tolyl)-1H-indole-5-carboxylic acid C1(=CC(=CC=C1)C1=CNC2=CC=C(C=C12)C(=O)O)C